CC(C)(C)[S@@](=O)NC(C)C1(CCN(CC1)C(=O)OC(C)(C)C)C tert-butyl 4-(1-((R)-1,1-dimethylethylsulfinylamino) ethyl)-4-methylpiperidine-1-carboxylate